FC1=C(C=CC=C1)C1=CC(=CN1S(=O)(=O)C=1C=NC=CC1)CO 5-(2-fluorophenyl)-1-(pyridine-3-sulfonyl)-1H-pyrrole-3-methanol